tert-butyl (6-(4,4,5,5-tetramethyl-1,3,2-dioxaborolan-2-yl)benzo[d]isoxazol-3-yl)carbamate CC1(OB(OC1(C)C)C1=CC2=C(C(=NO2)NC(OC(C)(C)C)=O)C=C1)C